C(C)N(C1=CC(=C(C(=O)C2=C(C(=O)N3CCNCC3)C=CC=C2)C=C1)O)CC (2-(4-Diethylamino-2-hydroxybenzoyl)benzoyl)piperazin